NC1=CC(=C(C=C1)C1=NN(C2=C1C(=NC=C2)NCC2=C(C=C(C=C2)OC)OC)C2CCN(CC2)C(C(C)C)=O)F (4-(3-(4-amino-2-fluorophenyl)-4-((2,4-dimethoxybenzyl)amino)-1H-pyrazolo[4,3-c]pyridin-1-yl)piperidin-1-yl)-2-methylpropan-1-one